OCCNC1=C(C(=CC(=C1)[N+](=O)[O-])[N+](=O)[O-])O 2-(2-Hydroxyethyl)amino-4,6-dinitro-phenol